tert-butyl N-(4-[3-[(3-fluoro-2-methylphenyl)amino]-4-oxo-1H,5H,6H,7H-pyrrolo[3,2-c]pyridin-2-yl]pyrimidin-2-yl)-N-methylcarbamate FC=1C(=C(C=CC1)NC1=C(NC2=C1C(NCC2)=O)C2=NC(=NC=C2)N(C(OC(C)(C)C)=O)C)C